1-((3aS,4R,6aR)-6-(((2-(bis(4-methoxybenzyl)amino)-3-chloro-5-fluoroquinolin-7-yl)oxy)methyl)-2,2-dimethyl-3a,6a-dihydro-4H-cyclopenta[d][1,3]dioxol-4-yl)pyrimidine-2,4(1H,3H)-dione COC1=CC=C(CN(C2=NC3=CC(=CC(=C3C=C2Cl)F)OCC2=C[C@H]([C@H]3[C@@H]2OC(O3)(C)C)N3C(NC(C=C3)=O)=O)CC3=CC=C(C=C3)OC)C=C1